C(C)(C)(C)OC(=O)N1CCC(CC1)OCCOC1=CC=C(OC2=C(C=C3C=NN(C3=C2)C)C(=O)OC)C=C1 methyl 6-[4-[2-[(1-tert-butoxycarbonyl-4-piperidyl)oxy]ethoxy]phenoxy]-1-methyl-indazole-5-carboxylate